N(=NC(C(=O)[O-])C(C)C)C(C(=O)[O-])C(C)C azobisisovalerate